Methyl ((2S)-1-(7-(((S)-1-(cyclopropylamino)-6,6-difluoro-1,2-dioxoheptan-3-yl)carbamoyl)-8-azaspiro[4.5]decan-8-yl)-3,3-dimethyl-1-oxobutan-2-yl)carbamate C1(CC1)NC(C([C@H](CCC(C)(F)F)NC(=O)C1CC2(CCCC2)CCN1C([C@H](C(C)(C)C)NC(OC)=O)=O)=O)=O